methyl 2-(3-hydroxyazetidin-1-yl)-nicotinate OC1CN(C1)C1=C(C(=O)OC)C=CC=N1